CN(CC(C[GeH])C)C (3-dimethylamino-2-methylpropyl)germanium hydride